O1C=2C(OCC1=O)CC=CC2 dihydrobenzo[b][1,4]dioxanone